F[P-](F)(F)(F)(F)F.C(C)OC(C(C)[S+](C1=CC2=CC=CC=C2C=C1)C)=O (2-ethoxy-1-methyl-2-oxoethyl)methyl-2-naphthalenylsulfonium hexafluorophosphate